OC1=C(OCCCCCCC(C(=O)O)N)C=CC=C1 8-(2-hydroxyphenoxy)-aminocaprylic acid